FC(=CC)F.[Br] bromine Difluoropropene